C1(=CC=CC=C1)C=1C=CC=CC1 1,5'-biphenyl